[Si](C1=CC=CC=C1)(C1=CC=CC=C1)(C(C)(C)C)OCC1=CC(=C(C=C1)NC([C@H](CCCCNC(C1=CC=C(C=C1)C)(C1=CC=CC=C1)C1=CC=CC=C1)NC(OCC1C2=CC=CC=C2C=2C=CC=CC12)=O)=O)OC (9H-fluoren-9-yl)methyl (S)-(1-((4-(((tert-butyldiphenylsilyl)oxy)methyl)-2-methoxyphenyl)amino)-6-((diphenyl(p-tolyl)methyl)amino)-1-oxohexan-2-yl)carbamate